Methyl 4-(2-(piperidin-1-yl)ethoxy)benzoate N1(CCCCC1)CCOC1=CC=C(C(=O)OC)C=C1